C=12C=3C(=C(C(=CC3OC2=C(C(=C(C1[2H])[2H])[2H])[2H])[2H])[2H])[2H] (3,4,5,10,11,12,13-2H7)-8-oxatricyclo[7.4.0.02,7]trideca-1(13),2(7),3,5,9,11-hexaen